OC1=CC=C(C=C1)P(C1=CC=CC=C1)(C1=CC=C(C=C1)O)=O bis(p-hydroxyphenyl)phenylphosphin oxide